C([C@@H]1[C@H]([C@@H]([C@H]([C@@H](O1)OC[C@@H]2[C@H]([C@@H]([C@H]([C@@H](O2)OC[C@@H]3[C@H]([C@@H]([C@H]([C@@H](O3)O[C@H]4[C@@H]([C@H](O[C@H]([C@@H]4O)OC[C@@H]5[C@H]([C@@H]([C@H]([C@@H](O5)OC[C@@H]6[C@H]([C@@H]([C@H](C(O6)O)O)O[C@H]7[C@@H]([C@H]([C@@H]([C@H](O7)CO)O)O)O)O)O)O)O)CO)O)O)O)O)O)O)O)O)O)O)O The molecule is a glucooligosaccharide consisting of five beta-D-glucosyl residues and a D-glucosyl resicuejoined in sequence by (1->6), (1->6), (1->3), (1->6), and (1->6) glycosidic bonds in which the hydroxy group at position 3 of the terminal residue (bearing the anomeric hydroxy group) has been glycosylated by a beta-D-glucosyl group. It is a glucooligosaccharide, a heptasaccharide and a beta-D-glucoside.